2-(7-fluoro-3,3-dimethyl-2,3-dihydrobenzofuran-5-yl)-4,4,5,5-tetramethyl-1,3,2-dioxaborolan FC1=CC(=CC=2C(COC21)(C)C)B2OC(C(O2)(C)C)(C)C